(S)-2-(1-(2-ethyl-6-(5-(((1-isobutyl-1H-1,2,3-triazol-4-yl)oxy)methyl)-1-methyl-1H-1,2,3-triazol-4-yl)pyridin-3-yl)-5,5-difluoropiperidin-3-yl)acetic acid C(C)C1=NC(=CC=C1N1C[C@H](CC(C1)(F)F)CC(=O)O)C=1N=NN(C1COC=1N=NN(C1)CC(C)C)C